6-tert-butyl-9-(4-ethylphenyl)-10-methoxy-2-oxo-6,7-dihydro-2H-pyrido[2,1-a]isoquinoline-3-carboxylate C(C)(C)(C)C1N2C(C3=CC(=C(C=C3C1)C1=CC=C(C=C1)CC)OC)=CC(C(=C2)C(=O)[O-])=O